4-(N-methyl-N-(3-(2-(thiazolidin-N-yl)-acetylamino)-4-methoxyphenyl)-amino)coumarin CN(C1=CC(=C(C=C1)OC)NC(CN1CSCC1)=O)C1=CC(OC2=CC=CC=C12)=O